FC1=C(C=CC(=C1)NC1=NC=C(C(=N1)C=1C=NN(C1)C(C)C)C)NC(C)=O N-(2-fluoro-4-((4-(1-isopropyl-1H-pyrazol-4-yl)-5-methylpyrimidine-2-yl)amino)phenyl)acetamide